cyano-3-(3-fluoro-4-((2-methyl-[1,1'-biphenyl]-3-yl)methoxy)phenyl)acrylamide C(#N)C(C(=O)N)=CC1=CC(=C(C=C1)OCC=1C(=C(C=CC1)C1=CC=CC=C1)C)F